6-(2-(4'-ethoxy-[1,1'-biphenyl]-3-yl)-2-hydroxyacetyl)-2-(1-phenylcyclopropyl)-5,6,7,8-tetrahydropyrido[4,3-d]pyrimidin-4(3H)-one C(C)OC1=CC=C(C=C1)C1=CC(=CC=C1)C(C(=O)N1CC2=C(N=C(NC2=O)C2(CC2)C2=CC=CC=C2)CC1)O